5-chloro-2-(difluoromethyl)-N-((1r,4r)-4-((3-(2,3-difluorophenyl)-3-hydroxy-2-oxoindolin-1-yl)methyl)cyclohexyl)nicotinamide ClC=1C=NC(=C(C(=O)NC2CCC(CC2)CN2C(C(C3=CC=CC=C23)(O)C2=C(C(=CC=C2)F)F)=O)C1)C(F)F